COC(CC(C(=O)OC(C)(C)C)(C)C)C=O tert-butyl 4-methoxy-2,2-dimethyl-5-oxopentanoate